N1N=CC2=CC(=CC=C12)NC1CN(CC1)C1=CC=C2C=C(NC2=C1)C(=O)NC1=CN=NC=C1 6-(3-((1H-indazol-5-yl)amino)pyrrolidin-1-yl)-N-(pyridazin-4-yl)-1H-indole-2-carboxamide